Sodium [4-(4-{5-[3-fluoro-5-(trifluoromethyl)phenyl]-7-[{[1-(methoxymethyl) cyclobutyl]methyl}(methyl)amino]-1H-imidazo[4,5-b]pyridin-2-yl}phenoxy)piperidin-1-yl]acetate FC=1C=C(C=C(C1)C(F)(F)F)C1=CC(=C2C(=N1)N=C(N2)C2=CC=C(OC1CCN(CC1)CC(=O)[O-])C=C2)N(C)CC2(CCC2)COC.[Na+]